ClC1=CC(=C(C=C1)C1=NC(=NC2=C1N=C(N(C2=O)C)C)N2CCC1=C(CC2)C=NC=N1)F 8-(4-chloro-2-fluorophenyl)-2,3-dimethyl-6-(5,6,8,9-tetrahydro-7H-pyrimido[4,5-d]azepin-7-yl)pyrimido[5,4-d]pyrimidin-4(3H)-one